C(C)(=O)C1=CC=C2C(=N1)N(C(=C2)C=2N=C1N(C(=CC(=C1)C(=O)N1[C@H]3[C@@H](C[C@@H]1CC3)NC(OCC3=CC=CC=C3)=O)OC)C2C)CC2CC2 benzyl ((1R,2R,4S)-7-(2-(6-acetyl-1-(cyclopropylmethyl)-1H-pyrrolo[2,3-b]pyridin-2-yl)-5-methoxy-3-methylimidazo[1,2-a]pyridine-7-carbonyl)-7-azabicyclo[2.2.1]heptan-2-yl)carbamate